tert-butyl (S)-4-(2-amino-5-cyanophenyl)-3-methylpiperazine-1-carboxylate Zinc [Zn].NC1=C(C=C(C=C1)C#N)N1[C@H](CN(CC1)C(=O)OC(C)(C)C)C